C(C)(C)O[Al](OS(=O)(=O)C1=C(C=C(C)C=C1)CCCCCCCCCCCC)OS(=O)(=O)C1=C(C=C(C)C=C1)CCCCCCCCCCCC i-propyloxy-bis(dodecyltosyloxy)aluminum